(S)-3-(5-Bromo-2-methylphenyl)-3-hydroxy-1-methylpyrrolidin-2-one BrC=1C=CC(=C(C1)[C@@]1(C(N(CC1)C)=O)O)C